{2',3',5',6,6'-pentafluoro-4,4'-dihydroxy-[1,1'-biphenyl]-3-yl}acetamide FC1=C(C(=C(C(=C1F)O)F)F)C1=CC(=C(C=C1F)O)CC(=O)N